(2E)-1-[2-(4-chlorophenyl)-3-(pyridin-4-yl)-6,7-dihydropyrazolo[1,5-a]pyrazin-5(4H)-yl]-4-(pyrrolidin-1-yl)but-2-en-1-one ClC1=CC=C(C=C1)C1=NN2C(CN(CC2)C(\C=C\CN2CCCC2)=O)=C1C1=CC=NC=C1